N-octadecane CCCCCCCCCCCCCCCCCC